4-(1-cyanocyclobutylamino)benzoic acid C(#N)C1(CCC1)NC1=CC=C(C(=O)O)C=C1